BrC1=C(C2=CC=C(C=C2C=C1)F)C=O 2-bromo-6-fluoro-1-naphthaldehyde